[Si](C)(C)(C(C)(C)C)O[C@H]1CCC[C@H]2OC3=NC(=C(C4=NC(=NC(N([C@H]12)C)=C43)SC)F)Cl |o1:8,12,24| (7aR*,11S*,11aS*)-11-((tert-butyldimethylsilyl)oxy)-5-chloro-4-fluoro-12-methyl-2-(methylthio)-7a,8,10,11,11a,12-hexahydro-9H-7-oxa-1,3,6,12-tetraazapleiadene